ClC=1C=NC=C(C1)OC1=C2CCC3(OCCO3)C2=C(C=C1)S(=O)(=O)C(F)F 3-chloro-5-((7-((difluoromethyl)sulfonyl)-2,3-dihydrospiro[indene-1,2'-[1,3]dioxolan]-4-yl)oxy)pyridine